ClC1=CC=C(N=N1)CN1C2CN(CC1C2)C2=CC=C(C=N2)C=2C=1N(C=C(C2)OCC(C)(C)O)N=CC1C#N 4-(6-(6-((6-chloropyridazin-3-yl)methyl)-3,6-diazabicyclo[3.1.1]heptan-3-yl)pyridin-3-yl)-6-(2-hydroxy-2-methylpropoxy)pyrazolo[1,5-a]pyridine-3-carbonitrile